ONC(\C=C\C1=C(C=CC=C1)N1CCN(CC1)S(=O)(=O)C1=C(C=CC=C1)OC(F)(F)F)=O (E)-N-hydroxy-3-(2-(4-((2-(trifluoro-methoxy)phenyl)sulfonyl)piperazin-1-yl)phenyl)acrylamide